FC1=CC=C(C=C1)C(=C)C1=NC=C(C#N)C=C1 6-(1-(4-fluorophenyl)vinyl)nicotinonitrile